3-[6-[2-hydroxy-6-methyl-4-(trifluoromethyl)phenyl]pyrazolo[3,4-b]pyridin-2-yl]bicyclo[1.1.1]pentane-1-carbonitrile OC1=C(C(=CC(=C1)C(F)(F)F)C)C=1C=CC=2C(N1)=NN(C2)C21CC(C2)(C1)C#N